CC1=NNC(=N1)C(F)(F)F 3-methyl-5-trifluoromethyl-1,2,4-triazole